5-(4'-((tetrahydro-2H-pyran-2-yl)oxy)-[1,1'-biphenyl]-3-yl)pentan-1-ol O1C(CCCC1)OC1=CC=C(C=C1)C1=CC(=CC=C1)CCCCCO